C(C)(C)(C)OC(=O)N1CC=2N(CC1)N=C(C2I)C2=NC(=CC=C2)C 3-iodo-2-(6-methylpyridin-2-yl)-6,7-dihydropyrazolo[1,5-a]Pyrazine-5(4H)-carboxylic acid tert-butyl ester